CC1=CC(=NN1)NC1=NC(=C2C=CC=NC2=C1)NC1C2CC3(CC(CC1C3)C2)O trans-4-[[7-[(5-methyl-1H-pyrazol-3-yl)amino]-1,6-naphthyridin-5-yl]amino]adamantan-1-ol